ClC=1C=NN2C1C(=C(C=C2)Cl)CC(=O)N2[C@H](C1=CC=CC(=C1CC2)[C@@H](C(F)F)O)C 2-(3,5-dichloropyrazolo[1,5-a]pyridin-4-yl)-1-[(1S)-5-[(1S)-2,2-difluoro-1-hydroxy-ethyl]-1-methyl-3,4-dihydro-1H-isoquinolin-2-yl]ethanone